4-[4-Bromo-2-hydroxy-8-(2-trifluoromethoxy-phenyl)-quinolin-2-yl]-4-oxo-butyric acid ethyl ester C(C)OC(CCC(=O)C1(NC2=C(C=CC=C2C(=C1)Br)C1=C(C=CC=C1)OC(F)(F)F)O)=O